CCCCCCCCCCCCCCCCCCCCC(=O)O[C@H](COC(=O)CCC/C=C\C/C=C\C/C=C\C/C=C\C/C=C\CC)COP(=O)(O)OC[C@@H](C(=O)O)N 1-(5Z,8Z,11Z,14Z,17Z-eicosapentaenoyl)-2-heneicosanoyl-glycero-3-phosphoserine